(E)-N-(4-((R)-3-((5-chloro-4-methoxypyrimidin-2-yl)amino)pyrrolidine-1-carbonyl)phenyl)-4-((R)-3-fluoropyrrolidin-1-yl)but-2-enamide ClC=1C(=NC(=NC1)N[C@H]1CN(CC1)C(=O)C1=CC=C(C=C1)NC(\C=C\CN1C[C@@H](CC1)F)=O)OC